CC1(CC=2C(=NC3=C(C2NC(=O)N=[S@](=O)(N)C2=CN=C(S2)C(C)(C)O)CCC3)C1)C (R)-N'-((2,2-dimethyl-1,2,3,5,6,7-hexahydrodicyclopenta[b,e]pyridin-8-yl)carbamoyl)-2-(2-hydroxypropan-2-yl)thiazole-5-sulfonimidamide